tert-butyl (2-((7-bromo-4-(ethylamino)quinolin-3-yl)amino)-2-oxoethyl)(ethyl)carbamate BrC1=CC=C2C(=C(C=NC2=C1)NC(CN(C(OC(C)(C)C)=O)CC)=O)NCC